P([O-])([O-])(=S)N Thiophosphoramidat